(4-(4-methoxyphenyl)piperazin-1-yl)(naphthalen-1-yl)methanone tert-Butyl-3-(4-fluorophenyl)-3-phenoxyazetidine-1-carboxylate C(C)(C)(C)OC(=O)N1CC(C1)(OC1=CC=CC=C1)C1=CC=C(C=C1)F.COC1=CC=C(C=C1)N1CCN(CC1)C(=O)C1=CC=CC2=CC=CC=C12